tert-Butyl (5-methyl-2-(3-oxo-3-(3-phenoxyphenyl)propanamido)-4-(trifluoromethyl)phenyl)carbamate CC=1C(=CC(=C(C1)NC(OC(C)(C)C)=O)NC(CC(C1=CC(=CC=C1)OC1=CC=CC=C1)=O)=O)C(F)(F)F